2-(dimethylamino)-1-(2-(3-isopropyl-2-(8-methoxy-[1,2,4]triazolo[1,5-a]pyridin-6-yl)-1H-indol-5-yl)-5,5-dimethylmorpholino)ethan-1-one CN(CC(=O)N1CC(OCC1(C)C)C=1C=C2C(=C(NC2=CC1)C=1C=C(C=2N(C1)N=CN2)OC)C(C)C)C